C(C)(=O)OC[C@H]1O[C@H]([C@@H]([C@@H]1OC(C)=O)OC(C)=O)N1C2=NC(=NC(=C2N=C1)N1CC2(CC1C1=CC=CC=C1)CCCCC2)Cl [(2R,3R,4R,5R)-3,4-diacetoxy-5-[2-chloro-6-(3-phenyl-2-azaspiro[4.5]decan-2-yl)purin-9-yl]tetrahydrofuran-2-yl]methyl acetate